2-((2,4-difluorophenyl)sulfonyl)ethan-1-one FC1=C(C=CC(=C1)F)S(=O)(=O)CC=O